C[C@@H](C(=O)O)CNC1=CC=C2C(=CC(OC2=C1)=O)C1=C(C=CC=C1)C |r| racemic-2-methyl-3-((2-oxo-4-(o-tolyl)-2H-chromen-7-yl)amino)propanoic acid